N[C@H]1[C@@H](CC(C2=CC=C(C=C12)COC)(C)C)O (1R,2R)-1-amino-7-(methoxymethyl)-4,4-dimethyl-1,2,3,4-tetrahydronaphthalen-2-ol